C(C)OC(=O)C1CC=2N(CC1)C=C(N2)C(F)(F)F 2-(trifluoromethyl)-5,6,7,8-tetrahydroimidazo[1,2-a]pyridine-7-carboxylic acid ethyl ester